CC1=CC=C(C=C1)S(=O)(=O)OC[C@H]1CN(CCO1)C(CC1=CNC2=CC(=CC=C12)F)=O (R)-(4-(2-(6-fluoro-1H-indol-3-yl) acetyl)morpholin-2-yl)methyl 4-methylbenzenesulfonate